O1C(=CC2=C1C=CC=C2)N2C=NC=C2 3-(benzofuran-2-yl)imidazole